N[C@@H]1C2=CC=CC=C2CC12CCN(CC2)C=2NC(C1=C(N2)NN=C1C(=C)C1=CC(=CC=C1)C(F)F)=O (S)-6-(1-amino-1,3-dihydro-spiro[inden-2,4'-piperidin]-1'-yl)-3-(1-(3-(difluoromethyl)phenyl)vinyl)-1H-pyrazolo[3,4-d]pyrimidin-4(5H)-one